CC1=C(C(=CC(=C1)C)C)[Na] 2,4,6-trimethylphenylsodium